C(CCCCCC\C=C/CCC)CC(=O)O.C(C)(=O)OCCCCCCCC=CCCC 8-dodecenyl acetate (cis-8-dodecenyl acetate)